COCCCC(=O)N 4-methoxy-butanamide